FC(OC1=CC2=C(N=C(O2)C=2C(=C(C=CC2)C2=C(C(=CC=C2)C=2OC3=C(N2)C=C(C=C3)CN3C(CC3)C)C)C)C=C1CN1[C@@H](CCC1)C(=O)O)F ((6-(difluoromethoxy)-2-(2,2'-dimethyl-3'-(5-((2-methylazetidin-1-yl)methyl)benzo[d]oxazol-2-yl)-[1,1'-biphenyl]-3-yl)benzo[d]oxazol-5-yl)methyl)-L-proline